CC=1C=C2C(C=C(OC2=C(C1)[C@@H](C)NC1=C(C(=O)O)C=CC=C1)C1=CC2=CN(N=C2C=C1)C)=O 2-[[(1R)-1-[6-methyl-2-(2-methylindazol-5-yl)-4-oxo-chromen-8-yl]ethyl]amino]benzoic acid